3-(Ethylsulfanyl)-N-(4-fluorobenzyl)-5-methyl-4-nitro-N-(prop-2-yn-1-yl)aniline dodecyl-6-(dimethylamino)hexanoate C(CCCCCCCCCCC)OC(CCCCCN(C)C)=O.C(C)SC=1C=C(N(CC#C)CC2=CC=C(C=C2)F)C=C(C1[N+](=O)[O-])C